2-(3-methoxy-5-(trifluoromethyl)phenoxy)-3,4'-bipyridine COC=1C=C(OC2=NC=CC=C2C2=CC=NC=C2)C=C(C1)C(F)(F)F